FC=1C=CC(=C(C1)[C@H](C(=O)NC=1SC=CN1)N1C(C2=CC(=CC=C2C1)C#CC1=CC=C(C=C1)CN1CCN(CC1)C)=O)O |r| (2RS)-2-(5-fluoro-2-hydroxy-phenyl)-2-[6-[2-[4-[(4-methylpiperazin-1-yl)methyl]phenyl]ethynyl]-1-oxo-isoindolin-2-yl]-N-thiazol-2-yl-acetamide